BrC1=CC=CC(=N1)C#N 6-bromopyridinecarbonitrile